methyl 1-(3-((6-amino-8-bromo-2-fluoro-9H-purin-9-yl)methyl)phenethyl)-6-oxo-1,6-dihydropyridine-3-carboxylate NC1=C2N=C(N(C2=NC(=N1)F)CC=1C=C(CCN2C=C(C=CC2=O)C(=O)OC)C=CC1)Br